C(C=C)(=O)N1CC(C1)N1C(CN(CC1)C(=O)OC(C)(C)C)C tert-Butyl 4-(1-acryloylazetidin-3-yl)-3-methylpiperazine-1-carboxylate